5-(4-bromo-2-(6-azaspiro[2.5]oct-6-yl)phenyl)-3-(2-(4,4-difluoropiperidin-1-yl)-6-methylpyridin-4-yl)isothiazole BrC1=CC(=C(C=C1)C1=CC(=NS1)C1=CC(=NC(=C1)C)N1CCC(CC1)(F)F)N1CCC2(CC2)CC1